BrC=1C=C(C=C(C1)Cl)C1=C(C=CC=C1C)C 3'-bromo-5'-chloro-2,6-dimethyl-1,1'-biphenyl